2-ethyl-1,3-thiazole C(C)C=1SC=CN1